COC1=C(C(=CC=C1)OC)N1C(=NC=2C1=NC(=CN2)NS(=O)(=O)CCC(C)(OC2OCCCC2)C)C2=NC(=CC=C2)OCC N-(1-(2,6-dimethoxyphenyl)-2-(6-ethoxypyridin-2-yl)-1H-imidazo[4,5-b]pyrazin-6-yl)-3-methyl-3-((tetrahydro-2H-pyran-2-yl)oxy)butane-1-sulfonamide